(E)-4-(3-(4-(6-(4-(2-(4-chloro-2-fluorophenyl)-1-(1H-indazol-5-yl)but-1-enyl)phenoxy)hexanoyl)piperazine-1-carbonyl)-4-fluorobenzyl)phthalazin-1(2H)-one ClC1=CC(=C(C=C1)/C(=C(/C=1C=C2C=NNC2=CC1)\C1=CC=C(OCCCCCC(=O)N2CCN(CC2)C(=O)C=2C=C(CC3=NNC(C4=CC=CC=C34)=O)C=CC2F)C=C1)/CC)F